ClCC(=O)C1=C(C=C(C=C1)F)F 2-chloro-1-(2,4-difluorophenyl)ethanone